N-(1-(cyanomethyl)-5-formyl-1H-imidazol-4-yl)-3-fluoro-5-(trifluoromethyl)benzamide C(#N)CN1C=NC(=C1C=O)NC(C1=CC(=CC(=C1)C(F)(F)F)F)=O